CC=1SC(=C(N1)C)C1=NC(=NC=C1)NC1=CC=C(C=C1)C(F)(F)F 4-(2,4-Dimethyl-1,3-thiazol-5-yl)-N-[4-(trifluoromethyl)phenyl]-2-pyrimidinamine